Ethyl 2-(2,5-difluoro-phenyl)pyrazolo[1,5-a]pyrimidine-3-carboxylate FC1=C(C=C(C=C1)F)C1=NN2C(N=CC=C2)=C1C(=O)OCC